FC1(CC2(C1)C[C@@H](N(CC2)CC2=C1C=CNC1=C(C=C2OC)C)C2=CC=C(CN1N=CC(=C1)C(=O)O)C=C2)F (R)-1-(4-(2,2-difluoro-7-((5-methoxy-7-methyl-1H-indol-4-yl)methyl)-7-azaspiro[3.5]nonan-6-yl)benzyl)-1H-pyrazole-4-carboxylic acid